C1(=CC=CC=C1)N(C(CC)=O)C1CCNCC1 N-phenyl-N-(piperidin-4-yl)propionamide